N6-lauroyl-lysine C(CCCCCCCCCCC)(=O)NCCCC[C@H](N)C(=O)O